C(#N)C1=C(SC2=C1C(=NC=C2F)C=2C1=C(C=3C=NC(=NC3C2F)N2[C@H]([C@H](CC2)N2CCN(CC2)C(C([2H])([2H])[2H])([2H])[2H])C)COC1)NC(OC(C)(C)C)=O tert-Butyl (3-cyano-4-(3-((2S,3S)-3-(4-(ethyl-d5)piperazin-1-yl)-2-methylpyrrolidin-1-yl)-5-fluoro-7,9-dihydrofuro[3,4-f]quinazolin-6-yl)-7-fluorothieno[3,2-c]pyridin-2-yl)carbamate